CC1(COC12CN(C2)C=2C=C1C(=CC=NC1=CC2)C(=O)O)C 6-(3,3-dimethyl-1-oxa-6-azaspiro[3.3]heptan-6-yl)quinoline-4-carboxylic acid